((S)-(6-bromopyridin-2-yl)(3,3-difluorocyclobutyl)methyl)-2-methylpropane-2-sulfinamide BrC1=CC=CC(=N1)[C@H](C1CC(C1)(F)F)CC(C)(S(=O)N)C